(2R)-1-[9-(1H-imidazol-2-yl)-8-methoxy-1-(2,2,2-trifluoroethyl)-5,6-dihydropyrrolo[2,1-a]isoquinoline-3-carbonyl]-2-methyl-pyrrolidine-2-carbonitrile N1C(=NC=C1)C1=C(C=C2CCN3C(C2=C1)=C(C=C3C(=O)N3[C@](CCC3)(C#N)C)CC(F)(F)F)OC